C[C@@]12[C@@H](CC[C@H]1[C@@H]1CC=C3C[C@@H](CC[C@]3(C)[C@H]1CC2)O)O androst-5-ene-3α,17α-diol